3-hydroxy-5a-pregnan-20-one OC1C[C@@H]2CC[C@H]3[C@@H]4CC[C@H](C(C)=O)[C@]4(CC[C@@H]3[C@]2(CC1)C)C